FC1=C(C(=CC=C1)F)C1=NC(=CC2=C1C(=NO2)N2C(N1C(=C2)C([C@@H](C1)NS(NC)(=O)=O)(F)F)=O)C N-{(6R)-2-[4-(2,6-difluorophenyl)-6-methyl[1,2]oxazolo[4,5-c]pyridin-3-yl]-7,7-difluoro-3-oxo-2,5,6,7-tetrahydro-3H-pyrrolo[1,2-c]imidazol-6-yl}-N'-methylsulfuric diamide